quinolinyl-fluorine N1=C(C=CC2=CC=CC=C12)F